C(CCCCC)OC=1C=C2C=CC(=CC2=CC1)C1=NOC(=N1)[C@H]1N(CCC1)C(=O)OC(C)(C)C Tert-butyl (S)-2-(3-(6-(hexyloxy)naphthalen-2-yl)-1,2,4-oxadiazol-5-yl)pyrrolidine-1-carboxylate